CC1=C(CC=2C(=NC=CC2)C(=O)N)C=CC=C1 (2-methylbenzyl)picolinamide